3-fluoro-5-({1H-pyrazolo[3,4-c]pyridin-4-yl}amino)benzonitrile FC=1C=C(C#N)C=C(C1)NC1=C2C(=CN=C1)NN=C2